ClC1=C(C=C(C=C1)C1=CC(=NC=C1)C(C)(O)C1CC1)C[C@@H](C(=O)NC1=CC=C(C=C1)C=1N(C=NC1)C)NC(=O)C1(CC1)F N-[(1S)-1-[[2-chloro-5-[2-(1-cyclopropyl-1-hydroxy-ethyl)-4-pyridyl]phenyl]methyl]-2-[4-(3-methylimidazol-4-yl)anilino]-2-oxo-ethyl]-1-fluoro-cyclopropanecarboxamide